ClC=1C=C(C=CC1F)NC(N(C)[C@@H](C)C1=CNC(C2=C(C=CC=C12)F)=O)=O (S)-3-(3-chloro-4-fluorophenyl)-1-(1-(8-fluoro-1-oxo-1,2-dihydroisoquinolin-4-yl)ethyl)-1-methylurea